tert-Butyl N-[(1S)-2-(4-chlorothieno[3,2-d]pyrimidin-6-yl)-1-methyl-ethyl]carbamate ClC=1C2=C(N=CN1)C=C(S2)C[C@H](C)NC(OC(C)(C)C)=O